N-(4-(3-cyano-4-hydroxy-6-(1,1,1-trifluoropropane-2-yl)pyridin-2-yl)benzyl)-5-fluoro-2-methoxybenzamide C(#N)C=1C(=NC(=CC1O)C(C(F)(F)F)C)C1=CC=C(CNC(C2=C(C=CC(=C2)F)OC)=O)C=C1